(3-cyclopropyloxy-2,5-difluorophenyl)methylamine C1(CC1)OC=1C(=C(C=C(C1)F)CN)F